(4-(2-(5-amino-8-methylbenzo[f][1,7]naphthyridin-2-yl)ethyl)-3-methylphenoxy)methylphosphonic acid NC1=NC2=C(C=3C=C(C=NC13)CCC1=C(C=C(OCP(O)(O)=O)C=C1)C)C=CC(=C2)C